2-(3-ethoxy-4-methoxyphenyl)-7-[(3S)-3-methylpiperazin-1-yl]-4H-pyrido[1,2-a]pyrimidin-4-one C(C)OC=1C=C(C=CC1OC)C=1N=C2N(C(C1)=O)C=C(C=C2)N2C[C@@H](NCC2)C